ClC1=C(C=CC=C1C1=NC(=C(C=O)C=C1)OC)C1=C(C(=CC=C1)C1=CC=C(C=C1)C=O)Cl 6-(2,2'-dichloro-4''-formyl-[1,1':3',1''-terphenyl]-3-yl)-2-methoxynicotinaldehyde